4-Cyano-N-[2-(4,4-dimethylcyclohexen-1-yl)-6-(8-methyl-8-azabicyclo[3.2.1]octan-3-yl)-3-pyridyl]-1H-imidazole-2-carboxamide C(#N)C=1N=C(NC1)C(=O)NC=1C(=NC(=CC1)C1CC2CCC(C1)N2C)C2=CCC(CC2)(C)C